C(C=C)(=O)N1CCC(CC1)OC1=CC=C(C=C1)[C@H](C)NC=1N=CC2=C(N1)N(C(C=C2)=O)CC(C)(C)C 2-{(S)-1-[4-(1-Acryloyl-piperidin-4-yloxy)-phenyl]-ethylamino}-8-(2,2-dimethyl-propyl)-8H-pyrido[2,3-d]pyrimidin-7-on